(R)-1,4-dimethyl-N-(1-methylcyclopropyl)-5-oxo-1,2,4,5-tetrahydroimidazo[1,2-a]quinazoline-7-sulfonamide C[C@@H]1CN=C2N1C1=CC=C(C=C1C(N2C)=O)S(=O)(=O)NC2(CC2)C